CC1(CC1)NC(O[C@H]1C[C@H](CC1)C1=NN(C(=C1)NC=1C(=NC(=CC1)C(NC)=O)C)C(C)(C)C)=O (1R,3S)-3-(1-(tert-butyl)-5-((2-methyl-6-(methylcarbamoyl)pyridin-3-yl)amino)-1H-pyrazol-3-yl)cyclopentyl (1-methylcyclopropyl)carbamate